C(C)(C)(C)OC(N(C)C=1N=NC(=CC1)C(F)(F)C1CC1)=O.C(C)(=O)C1=CC(=C(C(=O)N[C@H]2C(N(OC2)CC(F)(F)F)=O)C=C1)C 4-acetyl-2-methyl-N-[(4R)-3-oxo-2-(2,2,2-trifluoroethyl)isoxazolidin-4-yl]benzamide tert-butyl-N-[6-(cyclopropyldifluoromethyl)pyridazin-3-yl]-N-methyl-carbamate